Cl.ClC1=CC=C(C=C1)[C@H]([C@@H]1[C@@]([C@H]([C@@H](O1)N1C=CC/2=C1NC=N\C2=N/O)O)(C)O)O (Z)-7-((2R,3R,4S,5R)-5-((R)-(4-chlorophenyl)(hydroxy)methyl)-3,4-dihydroxy-4-methyltetrahydrofuran-2-yl)-1H-pyrrolo[2,3-d]pyrimidin-4(7H)-one oxime hydrochloride